C12C(CC(C=C1)C2)C(=O)ON2C(CCC2=O)=O bicyclo[2.2.1]hept-5-ene-2-carboxylic acid, 2,5-dioxo-1-pyrrolidinyl ester